1-p-methylbenzenesulfonyl-2,3,4,5-tetrahydro-1H-azepine CC1=CC=C(C=C1)S(=O)(=O)N1CCCCC=C1